γ-glycidoxypropylethyldiethoxysilane C(C1CO1)OCCC[Si](OCC)(OCC)CC